N1C=CC=2C1=NC=C(C2)OC=2C=C(C=CC2C(=O)NS(=O)(=O)C2=CC(=C(C=C2)NCC2CCOCC2)[N+](=O)[O-])C2=CC=C(C=C2)N2C(CN(CC2)C)C2=CC=CC=C2 3-((1H-pyrrolo[2,3-b]pyridin-5-yl)oxy)-4'-(4-methyl-2-phenylpiperazin-1-yl)-N-((3-nitro-4-(((tetrahydro-2H-pyran-4-yl)methyl)amino)phenyl)sulfonyl)-[1,1'-biphenyl]-4-carboxamide